NCCCNC=1C=C2CN(CC2=CC1)[C@H](C(=O)N[C@@H](C(=O)NCC1=C(C=C(C=C1F)O)F)CCCN\C(=N/C(NCC)=O)\N)C1=CC=CC=C1 (R)-2-((S)-2-(5-((3-aminopropyl)amino)isoindolin-2-yl)-2-phenylacetamido)-N-(2,6-difluoro-4-hydroxybenzyl)-5-((Z)-2-(ethylcarbamoyl)guanidino)pentanamide